C(C)(C)(C)OC(=O)N1C[C@@H](CC1)O (R)-1-N-t-Butoxycarbonyl-3-hydroxypyrrolidine